ethyl 2-(6'-methoxy-4'-oxo-3',4'-dihydro-2'H-spiro[cyclobutane-1,1'-naphthalen]-3'-yl)-2-oxoacetate COC=1C=C2C(C(CC3(C2=CC1)CCC3)C(C(=O)OCC)=O)=O